BrC1=CC=C2C(=N1)C=NN2 5-bromo-1H-pyrazolo[4,3-b]pyridine